N-[4-[4-[[5-(3,3-difluoro-azetidin-1-yl)-2-pyridyl]amino]-5-oxo-6H-1,6-naphthyridin-2-yl]-3-fluoro-phenyl]cyclohexane-carboxamide FC1(CN(C1)C=1C=CC(=NC1)NC1=CC(=NC=2C=CNC(C12)=O)C1=C(C=C(C=C1)NC(=O)C1CCCCC1)F)F